methyl (2S)-1-[[6-(difluoromethoxy)-2-[2-methyl-3-[2-methyl-3-[4-methyl-5-(pyrrolidin-1-ylmethyl)oxazol-2-yl]phenyl]phenyl]-1,3-benzoxazol-5-yl]methyl]pyrrolidine-2-carboxylate FC(OC1=CC2=C(N=C(O2)C2=C(C(=CC=C2)C2=C(C(=CC=C2)C=2OC(=C(N2)C)CN2CCCC2)C)C)C=C1CN1[C@@H](CCC1)C(=O)OC)F